N-(1-cyclopropylethyl)-5-(5-(3,5-dichlorophenyl)-5-(trifluoromethyl)-4,5-dihydroisoxazol-3-yl)-5,6-dihydro-4H-thieno[2,3-c]pyrrole-2-carboxamide C1(CC1)C(C)NC(=O)C1=CC2=C(CN(C2)C2=NOC(C2)(C(F)(F)F)C2=CC(=CC(=C2)Cl)Cl)S1